The molecule is a cobalt corrinoid that is the conjugate base of adenosylcobyric acid, obtained by deprotonation of the carboxy group. It is a conjugate base of an adenosylcobyric acid. C/C/1=C/2\\[C@@]([C@@H](C(=N2)/C=C\\3/C([C@@H](C(=N3)/C(=C\\4/[C@]([C@H]([C@@H]([N-]4)[C@]5([C@@]([C@@H](C1=N5)CCC(=O)N)(C)CC(=O)N)C)CC(=O)N)(C)CCC(=O)[O-])/C)CCC(=O)N)(C)C)CCC(=O)N)(C)CC(=O)N.[CH2-][C@@H]1[C@H]([C@H]([C@@H](O1)N2C=NC3=C(N=CN=C32)N)O)O.[Co]